C12CN(CC(CC1)N2)C2=NC(=NC1=C(C(=C(C=C21)Cl)C2=C1C=NNC1=CC(=C2)C(F)(F)F)F)OCC2(CC2)CN(C)C 1-(1-(((4-(3,8-diazabicyclo[3.2.1]octan-3-yl)-6-chloro-8-fluoro-7-(6-(trifluoromethyl)-1H-indazol-4-yl)quinazolin-2-yl)oxy)methyl)cyclopropyl)-N,N-dimethylmethanamine